dibenzyl {1-[(diphenylmethyl)amino]cyclopentyl}phosphonate C1(=CC=CC=C1)C(C1=CC=CC=C1)NC1(CCCC1)P(OCC1=CC=CC=C1)(OCC1=CC=CC=C1)=O